BrC1=CC=C2N=C(C=3N(C2=C1)C=NN3)NCC3=CC=C(C=C3)OC 8-bromo-N-(4-methoxybenzyl)-[1,2,4]triazolo[4,3-a]quinoxalin-4-amine